N,N-dimethyl-6-(2-((3-methylpyridin-2-yl)amino)thiazol-4-yl)nicotinamide CN(C(C1=CN=C(C=C1)C=1N=C(SC1)NC1=NC=CC=C1C)=O)C